BrC=1N=C(SC1)C=1C=C(N(S(N1)(=O)=O)C)C(=O)NC1=CC(=C(C=C1)F)Cl 5-(4-bromothiazol-2-yl)-N-(3-chloro-4-fluorophenyl)-2-methyl-2H-1,2,6-thiadiazine-3-carboxamide 1,1-dioxide